Cl.CNC1(CC=2C(=C(SC2)C)CC1)C N,1,5-trimethyl-6,7-dihydro-4H-2-benzothiophen-5-amine hydrochloride